NC1=NC=C(C=C1O[C@H](C)C1=C(C=CC(=C1)F)C1=NN(C=C1CN1N=CC(=C1)C#N)C)Br (R)-1-((3-(2-(1-((2-amino-5-bromopyridin-3-yl)oxy)ethyl)-4-fluorophenyl)-1-methyl-1H-pyrazol-4-yl)methyl)-1H-pyrazole-4-carbonitrile